C(C)(C)(C)C=1C=C(N(N1)C)NC(NC=1SC(=CN1)CCC1=CC(=NC=C1)NC(CO)=O)=O N-[4-(2-{2-[3-(5-tert-Butyl-2-methyl-2H-pyrazol-3-yl)-ureido]-thiazol-5-yl}-ethyl)-pyridin-2-yl]-2-hydroxy-acetamide